methyl 2-bromo-1-((2-(trimethylsilyl)ethoxy)methyl)-1H-imidazole-5-carboxylate BrC=1N(C(=CN1)C(=O)OC)COCC[Si](C)(C)C